6-chloro-7-(1-methyl-1,2,4-triazol-3-yl)-1H-indole-3-sulfonyl chloride ClC1=CC=C2C(=CNC2=C1C1=NN(C=N1)C)S(=O)(=O)Cl